N-methyl-6,9-dioxo-8-(4-(prop-1-en-2-yl)phenyl)-5-(4-(trifluoromethyl)benzyl)-2,5,8-triazaspiro[3.5]nonane-2-carboxamide CNC(=O)N1CC2(C1)N(C(CN(C2=O)C2=CC=C(C=C2)C(=C)C)=O)CC2=CC=C(C=C2)C(F)(F)F